4-{[(2-ethoxyphenyl)methyl]amino}-2-[(6-methoxy-2-methyl-1,2,3,4-tetrahydroisoquinolin-7-yl)amino]pyrimidine-5-carboxamide C(C)OC1=C(C=CC=C1)CNC1=NC(=NC=C1C(=O)N)NC1=C(C=C2CCN(CC2=C1)C)OC